3,3-dimethylbut-1-ene CC(C=C)(C)C